C(C)O[Si](OCC)(OCC)CN1CCOCC1 N-(triethoxysilylmethyl)morpholine